4,4,4-trifluoro-3-phenyl-3-(trifluoromethyl)butan FC(C(CC)(C(F)(F)F)C1=CC=CC=C1)(F)F